5-bromo-2-tert-butyl-4-chloro-pyrimidine BrC=1C(=NC(=NC1)C(C)(C)C)Cl